C(C)(=O)C=1C=C(C=CC1)NC(=O)NC=1C(=C2C(N(C=NC2=CC1)CCOC)=O)C=1C(=NC=CC1)OC 1-(3-acetylphenyl)-3-(3-(2-methoxyethyl)-5-(2-methoxypyridin-3-yl)-4-oxo-3,4-dihydroquinazolin-6-yl)urea